ClC1=[N+](C=CC(=C1)C1(CC(C1)C)C1=NN=CN1C)[O-] 2-chloro-4-(3-methyl-1-(4-methyl-4H-1,2,4-triazol-3-yl)cyclobutyl)pyridine-1-oxide